ClC1=C(C=CC=C1)C1(C(CCCC1)=O)NC([2H])([2H])[2H] 2-(2-chlorophenyl)-2-((Trideuteromethyl)amino)Cyclohexanone